N-[7-(2-methylphenyl)heptyl]propionamide CC1=C(C=CC=C1)CCCCCCCNC(CC)=O